FC(S(=O)(=O)OC1=CC2=C(N(CC(N(S2(=O)=O)C)CCCC)C2=CC=C(C=C2)F)C=C1OC)(F)F 3-butyl-5-(4-fluorophenyl)-7-methoxy-2-methyl-1,1-dioxido-2,3,4,5-tetrahydro-1,2,5-benzothiadiazepin-8-yl trifluoromethanesulfonate